COC1=CC=C(C=C1)C2=COC3=CC(=CC(=C3C2=O)O)O 4-methylgenistein